(3S)-3-[(pyridin-2-yl)-amino](4,4,4-2H3)-butanoic acid N1=C(C=CC=C1)N[C@H](CC(=O)O)C([2H])([2H])[2H]